tert-butyl 8-methyl-7-(7-((2-morpholinopyridin-4-yl)amino)-3,4-dihydro-2,6-naphthyridin-2(1H)-yl)-2,3-dihydro-1H-pyrido[2,3-b][1,4]oxazine-1-carboxylate CC1=C(C=NC=2OCCN(C21)C(=O)OC(C)(C)C)N2CC1=CC(=NC=C1CC2)NC2=CC(=NC=C2)N2CCOCC2